BrC=1C=CC(=C(C1)N1C(=NC2=CC=CC=C2C1=O)Cl)OC(C)C 3-(5-bromo-2-isopropoxyphenyl)-2-chloroquinazolin-4(3H)-one